N1CCC2(CC1)CC1=CC=CC=C1[C@H]2N (3S)-1,3-dihydrospiro[indene-2,4'-piperidine]-3-amine